OCCOC=1C=C(C=O)C=CC1OC(F)(F)F 3-(2-hydroxyethoxy)-4-(trifluoromethoxy)benzaldehyde